ethyl 2-methylpropanoate (ETHYL ISOBUTYRATE) C(C)C(C(=O)O)(C)C.CC(C(=O)OCC)C